O[C@@H](CO)[C@@H]1C(=C(C(O1)=O)[O-])O.[Na+] sodium (R)-5-((S)-1,2-dihydroxyethyl)-4-hydroxy-2-oxo-2,5-dihydrofuran-3-olate